C(#N)C1=CC=C(CCN[C@H](C(=O)NC2=NC=C(C=C2)N2N=NC(=C2)C)C2=CC=CC=C2)C=C1 |r| (S)- and (R)-2-((4-cyanophenethyl)amino)-N-(5-(4-methyl-1H-1,2,3-triazol-1-yl)pyridin-2-yl)-2-phenylacetamide